FC=1C=CC(=NC1)C1=NN2C(CCCC2)=C1C1=C2C(=NC=C1)NN=C2 4-[2-(5-Fluoro-2-pyridyl)-4,5,6,7-tetrahydropyrazolo[1,5-a]pyridin-3-yl]-1H-pyrazolo[3,4-b]pyridine